4-(1-(2-Bromo-5-methoxy-4-nitrophenyl)piperidin-4-yl)piperazine-1-carboxylic acid tert-butyl ester C(C)(C)(C)OC(=O)N1CCN(CC1)C1CCN(CC1)C1=C(C=C(C(=C1)OC)[N+](=O)[O-])Br